C(C)(C)(C)OC(=O)N1[C@@H](C2=C(C=CC(=C2CC1)Cl)OCC=1N=NN(C1C(F)F)C)CN1C(CCC1)=O (S)-5-chloro-8-((5-(difluoromethyl)-1-methyl-1H-1,2,3-triazol-4-yl)methoxy)-1-((2-oxopyrrolidin-1-yl)methyl)-3,4-dihydroisoquinoline-2(1H)-carboxylic acid tert-butyl ester